tert-butyl-3-(6,6-difluoro-4-azaspiro[2.4]heptane-4-carbonyl)-6,7-dihydroisoxazolo[4,5-c]pyridine C(C)(C)(C)C1=NCCC2=C1C(=NO2)C(=O)N2C1(CC1)CC(C2)(F)F